6-(4-(3-methyl-1-(3-oxo-4-(trifluoromethyl)-3,5,6,7-tetrahydro-2H-cyclopenta[c]pyridazin-7-yl)pyrrolidin-3-carbonyl)piperazin-1-yl)nicotinonitrile CC1(CN(CC1)C1CCC=2C1=NNC(C2C(F)(F)F)=O)C(=O)N2CCN(CC2)C2=NC=C(C#N)C=C2